METHYLLACTAT COC(C(O)C)=O